3-[(2-aminoethyl)sulfanyl]Butyric acid NCCSC(CC(=O)O)C